6-methyl-N-((2-(1-methyl-2-((trans)-2-methyl-6-(trifluoromethyl)morpholino)-6-oxo-1,6-dihydropyrimidin-4-yl)-1,6-naphthyridin-7-yl)methyl)-5-(methylsulfonyl)nicotinamide CC1=NC=C(C(=O)NCC2=NC=C3C=CC(=NC3=C2)C=2N=C(N(C(C2)=O)C)N2C[C@@H](O[C@H](C2)C(F)(F)F)C)C=C1S(=O)(=O)C